N-((1-methylcyclopropyl)methyl)piperidin-3-amine CC1(CC1)CNC1CNCCC1